N-(3-methylpentyl)hexane-1,6-diamine CC(CCNCCCCCCN)CC